C(C)(C)(C)C1N2C(C=3N(C1)N=C(C3)C(C)C)=CC(C(=C2)C(=O)O)=O 6-(tert-butyl)-2-isopropyl-10-oxo-6,10-dihydro-5H-pyrazolo[1,5-a]pyrido[2,1-c]pyrazine-9-carboxylic Acid